CC1=CC=C(C=C1)S(=O)(=O)OC(C([2H])([2H])[2H])([2H])[2H] Ethyl-d5 4-methylbenzenesulfonate